tert-butyl 6-((7S)-7-(1,4-dimethyl-1H-pyrazol-5-yl)-3-methyl-4-(6-methyl-1H-indazol-7-yl)-5,6,7,8-tetrahydroquinolin-2-yl)-2,6-diazaspiro[3.4]octane-2-carboxylate CN1N=CC(=C1[C@H]1CCC=2C(=C(C(=NC2C1)N1CC2(CN(C2)C(=O)OC(C)(C)C)CC1)C)C=1C(=CC=C2C=NNC12)C)C